N-[(3S,4R,5S)-3-fluoro-1,5-dimethyl-4-piperidyl]-5-iodo-3-(2,2,2-trifluoroethyl)pyrazolo[1,5-a]pyridine-7-carboxamide F[C@H]1CN(C[C@@H]([C@H]1NC(=O)C1=CC(=CC=2N1N=CC2CC(F)(F)F)I)C)C